[(1S)-2-[2-[2-[4-[5-[tert-butyl(dimethyl)silyl]oxy-1-tetrahydropyran-2-yl-indazol-3-yl]-1-methyl-imidazol-2-yl] ethoxy]ethoxy]-1-methyl-ethyl] methanesulfonate CS(=O)(=O)O[C@H](COCCOCCC=1N(C=C(N1)C1=NN(C2=CC=C(C=C12)O[Si](C)(C)C(C)(C)C)C1OCCCC1)C)C